FC(S(=O)(=O)CCNC(CC1=NC=C2C=CC(=NC2=C1)C1=NC(=CC=C1)N1C[C@@H](O[C@@H](C1)C)C)=O)F N-(2-((difluoromethyl)sulfonyl)ethyl)-2-(2-(6-((cis)-2,6-dimethylmorpholino)pyridin-2-yl)-1,6-naphthyridin-7-yl)acetamide